C(C)OC(=O)C=1C=C2C(C=C(NC2=CC1)C1=CC=C(C=C1)O)=O 2-(4-hydroxyphenyl)-4-oxo-1,4-dihydroquinoline-6-carboxylic acid ethyl ester